6-bromo-1-(2-hydroxyethyl)-1,2,3,4-tetrahydro-1,8-naphthyridin-2-one BrC=1C=C2CCC(N(C2=NC1)CCO)=O